C1NC(CC=2C3=CC=CC=C3NC12)C(=O)OCC Ethyl 2,3,4,9-tetrahydro-1H-β-carboline-3-carboxylate